COC=1C2=C(N=C(N1)NC1CCC(CC1)(O)C)NC=C2C=2C=C1N=CC=NC1=CC2 (1r,4r)-4-((4-methoxy-5-(quinoxalin-6-yl)-7H-pyrrolo[2,3-d]pyrimidin-2-yl)amino)-1-methylcyclohexan-1-ol